CC1(NC(CC(C1)C(C(C(C(C(=O)[O-])C1CC(NC(C1)(C)C)(C)C)(C(=O)[O-])CCCCCCCCCCCCC)(C(=O)[O-])CCCCCCCCCCCCC)C(=O)[O-])(C)C)C bis(2,2,6,6-Tetramethyl-4-piperidyl)-di(tridecyl)-1,2,3,4-butanetetracarboxylate